sec-Butylmagnesium chlorid C(C)(CC)[Mg]Cl